O=C1N=C(NC(=C1)CCC)SCC(=O)N 2-[(4-oxo-6-propyl-1H-pyrimidin-2-yl)sulfanyl]-acetamide